potassium tetra(4-chlorophenyl)boric acid ClC1=CC=C(C=C1)[B-](C1=CC=C(C=C1)Cl)(C1=CC=C(C=C1)Cl)C1=CC=C(C=C1)Cl.[H+].[K]